O=C1NC(CCC1C1=CC=C(C=C1)N1CCC(CC1)CN1CCC(CC1)CNC(OC(C)(C)C)=O)=O tert-butyl ((1-((1-(4-(2,6-dioxopiperidin-3-yl)phenyl)piperidin-4-yl)methyl)piperidin-4-yl)methyl)carbamate